C1(CCCCC1)S(=O)(=O)NCCCC(CCC)S(=O)(=O)F 1-(cyclohexanesulfonylamino)heptane-4-sulfonyl fluoride